N-(3-((7-(6-(2,2,2-trifluoroethyl)quinazolin-4-yl)-2,7-diazaspiro[3.5]nonan-2-yl)methyl)phenyl)ethanesulfonamide FC(CC=1C=C2C(=NC=NC2=CC1)N1CCC2(CN(C2)CC=2C=C(C=CC2)NS(=O)(=O)CC)CC1)(F)F